Gamma-(3-bromo-benzyl)-proline BrC=1C=C(CC2C[C@H](NC2)C(=O)O)C=CC1